C1(CC1)CCC(=O)C=1C=CC(=NC1)C#N 5-(3-cyclopropylpropionyl)pyridinecarbonitrile